Methyl (R)-1-((R)-6-(6-chloro-1H-pyrrolo[2,3-b]pyridin-4-yl)-7-methyl-5,6,7,8-tetrahydropyrido[4,3-d]pyrimidin-4-yl)piperidine-3-carboxylate ClC1=CC(=C2C(=N1)NC=C2)N2CC1=C(N=CN=C1N1C[C@@H](CCC1)C(=O)OC)C[C@H]2C